C[C@H]1N(C[C@@H](N(C1)C=1C2=C(N=CN1)NC=C2C2=CC=CC=C2)C)C(=O)OC(C)(C)C tert-butyl (2R,5S)-2,5-dimethyl-4-(5-phenyl-7H-pyrrolo[2,3-d]pyrimidin-4-yl)piperazine-1-carboxylate